tri-tert-butylamine C(C)(C)(C)N(C(C)(C)C)C(C)(C)C